4-(1-aminocyclopropyl)benzoic acid methyl ester COC(C1=CC=C(C=C1)C1(CC1)N)=O